ClC1=C(C=CC=C1F)N1C(C2=C(C=3C=CC(=NC13)C(F)(F)F)N(C=N2)C)=O 5-(2-Chloro-3-fluorophenyl)-1-methyl-7-(trifluoromethyl)-1,5-dihydro-4H-imidazo[4,5-c][1,8]Naphthyridin-4-one